4-[(5-phenyl-4H-1,2,4-triazol-3-yl)sulfanyl]pyridine-2,6-dicarboxylic acid diethyl ester C(C)OC(=O)C1=NC(=CC(=C1)SC1=NN=C(N1)C1=CC=CC=C1)C(=O)OCC